(4-isocyanatophenyl)-methane N(=C=O)C1=CC=C(C=C1)C